((5-(4-ethylphenyl)-1-(4-fluorophenyl)-1H-1,2,4-triazol-3-yl)methyl)-4,4-dimethylpiperidine C(C)C1=CC=C(C=C1)C1=NC(=NN1C1=CC=C(C=C1)F)CN1CCC(CC1)(C)C